4-[5-(4-fluorophenyl)-2-methyl-1,2,3-triazol-4-yl]pyridine methyl-(1S,3R,4R)-2-[(1R)-1-phenylethyl]-2-azabicyclo[2.2.1]hept-5-ene-3-carboxylate COC(=O)[C@@H]1N([C@@H]2C=C[C@H]1C2)[C@H](C)C2=CC=CC=C2.FC2=CC=C(C=C2)C=2C(=NN(N2)C)C2=CC=NC=C2